C1(CCCCC1)P(C1=C(C=CC=C1)C1=C(C=CC=C1OC(C)C)OC(C)C)C1CCCCC1 2-dicyclohexylphosphino-2',6'-diisopropoxy-biphenyl